2-[3-(aminomethyl)-2-fluoro-6-(trifluoromethyl)phenyl]-6-(trifluoromethyl)pyrimidin-4(3H)-one NCC=1C(=C(C(=CC1)C(F)(F)F)C1=NC(=CC(N1)=O)C(F)(F)F)F